CCCCCCCCCCCCCCCCCC(=O)OC[C@H](COP(=O)(O)OC1[C@@H]([C@H](C([C@@H]([C@@H]1O)O)O)O)O)O The molecule is a glycerophosphoinositol antigen having a 1-stearoyl-sn-glycero-3-phospho moiety attached at the 6-position of 1D-myo-inositol. It has a role as an antigen. It is a glycerophosphoinositol and a 1-acyl-sn-glycero-3-phospho-D-myo-inositol.